1,3-Bis(3-methacryloxypropyl)tetramethyldisiloxane C(C(=C)C)(=O)OCCC[Si](O[Si](CCCOC(C(=C)C)=O)(C)C)(C)C